2-((diethylamino)methyl)-tetrahydroquinolin-8-one C(C)N(CC)CC1NC=2C(CC=CC2CC1)=O